7-bromo-2-ethoxy-N-[(3-fluorophenyl)-methyl]-4-methyl-quinoline-3-carboxylic acid amide BrC1=CC=C2C(=C(C(=NC2=C1)OCC)C(=O)NCC1=CC(=CC=C1)F)C